ethyl (4-cyclobutyl-1,3-dimethyl-1H-pyrazol-5-yl)carbamate C1(CCC1)C=1C(=NN(C1NC(OCC)=O)C)C